C[Si](C#CC1=CC=C(C=C1)SC)(C)C trimethyl({2-[4-(methylthio)phenyl]ethynyl})silane